2-chloro-N-[[6-[3-[(3s)-5,5-dimethylpyrrolidin-3-yl]propylamino]-2-pyridyl]sulfonyl]-6-[3-(2-dispiro[2.0.2.1]heptan-7-ylethoxy)pyrazol-1-yl]pyridine-3-carboxamide ClC1=NC(=CC=C1C(=O)NS(=O)(=O)C1=NC(=CC=C1)NCCC[C@@H]1CNC(C1)(C)C)N1N=C(C=C1)OCCC1C2(C13CC3)CC2